FC=1C=C2C=NN(C2=CC1C=1C=2C=NN(C2C(=CC1)C)CC(=O)NCC(=O)NCC(=O)OC)C methyl 2-[2-(2-{5'-fluoro-1',7-dimethyl-[4,6'-biindazol]-1-yl}acetamido)acetamido]acetate